ClC=1C=C(C=C(C1)Cl)NC(=O)C1(NCCC1)C(=O)N[C@H]1C=C[C@H](C1)C(=O)OC methyl (1S,4R)-4-[[2-[(3,5-dichlorophenyl)carbamoyl]pyrrolidine-2-carbonyl]amino]cyclopent-2-ene-1-carboxylate